CC[N+](=C1C=CC2=NC3=C(C=C(C4=CC=CC=C43)N)OC2=C1)CC.[Cl-] The molecule is an organic chloride salt having 5-amino-9-(diethylamino)benzo[a]phenoxazin-7-ium as the couterion. fluorescent dye which is also a potent photosensitiser for photodynamic therapy. It has a role as a fluorochrome and a histological dye. It contains a nile blue(1+).